ClC1=C(OCC2=NC=CC(=N2)OC2CCN(CC2)CC2=NC3=C(N2C[C@@H]2N(CC2)C(=O)C2=NOC=C2)C=C(C=C3)C(=O)O)C=CC(=C1)F 2-{[4-({2-[(2-chloro-4-fluorophenoxy)methyl]pyrimidin-4-yl}oxy)piperidin-1-yl]methyl}-1-{[(2R)-1-(1,2-oxazole-3-carbonyl)azetidin-2-yl]methyl}-1H-1,3-benzodiazole-6-carboxylic acid